OC=1C=C(CCO)C=C(C1O)O 3,4,5-trihydroxyphenethyl alcohol